CN(C(/C=C/C(=O)N1CC2=C([C@@H](C1)C1=C(C=CC=C1)C=1C(=NN(C1)CC)C(F)(F)F)C=C(S2)C#N)CC)C (4S)-6-((E)-4-(dimethylamino)hex-2-enoyl)-4-(2-(1-ethyl-3-(trifluoromethyl)-1H-pyrazol-4-yl)phenyl)-4,5,6,7-tetrahydrothieno[2,3-c]pyridine-2-carbonitrile